BrC1=CC(=C(OC2CCN(CC2)C2=C(C(N(C3=CC=C(N=C23)Cl)C)=O)C#N)C=C1)C 4-(4-(4-bromo-2-methylphenoxy)piperidin-1-yl)-6-chloro-1-methyl-2-oxo-1,2-dihydro-1,5-naphthyridine-3-carbonitrile